4-[2-(2,3-difluorophenyl)-6-methyl-7-oxo-1H-pyrrolo[2,3-c]pyridin-4-yl]-5-(2,6-dimethylphenoxy)-1-methylpyridin-2-one FC1=C(C=CC=C1F)C1=CC2=C(C(N(C=C2C2=CC(N(C=C2OC2=C(C=CC=C2C)C)C)=O)C)=O)N1